C(C)(CC)SC(C)CC disecbutyl sulfide